NC([C@H](CO)N1COC(=C1C)COC=1C=CC2=C(C=C(O2)C)C1)=O (S)-N-(1-amino-3-hydroxy-1-oxopropan-2-yl)-2-methyl-5-((4-methyloxazol-5-yl)methoxy)benzofuran